ClC1=C(C=C(C(=O)N2CCC3(CCNCC3)CC2)C=C1)N1C(NC(CC1)=O)=O 9-(4-chloro-3-(2,4-dioxotetrahydropyrimidin-1(2H)-yl)benzoyl)-3,9-diazaspiro[5.5]undecane